ClC=1C=C2C(=CNC2=CC1)C=O 5-CHLOROINDOLE-3-CARBOXALDEHYDE